(2-((5-fluoro-2-((4-fluoro-3-nitrophenyl)amino)pyrimidin-4-yl)amino)phenyl)dimethylphosphine FC=1C(=NC(=NC1)NC1=CC(=C(C=C1)F)[N+](=O)[O-])NC1=C(C=CC=C1)P(C)C